C(CCC)C1=CC=C(C=C1)C1=CC=C(C=C1)C#CC1=CC(=C(N)C(=C1)F)Cl 4-[4-(4-butylphenyl)phenylethynyl]-2-chloro-6-fluoroaniline